NC1=NC=NC=2N(C3=C(C=CC=C3C21)C)CC(=O)N2[C@@H]1C[C@@]1(C[C@H]2C(=O)NC2=NC(=CC=C2)Br)C (1R,3S,5R)-2-(2-(4-amino-8-methyl-9H-pyrimido(4,5-b)indol-9-yl)acetyl)-N-(6-bromopyridin-2-yl)-5-methyl-2-azabicyclo[3.1.0]hexane-3-carboxamide